BrC1=CC2=C(N(C(=N2)CCCC)CC2=C(OCC3=CC(=C(C=C3)CCC(=O)O)CC)C=CC=C2)C=C1 3-(4-((2-((5-Bromo-2-butyl-1H-benzo[d]imidazol-1-yl)methyl)phenoxy)methyl)-2-ethylphenyl)propanoic acid